[2-(4-chlorophenyl)-ethylamino]-2-propanol ClC1=CC=C(C=C1)CCNCC(C)O